COC(C[C@H](C#CC)C1=CC=C(C=C1)OCC#CCC)=O (3S)-3-[4-(pent-2-yn-1-yloxy)phenyl]Hex-4-ynoic acid methyl ester